N-(4-(2-chlorophenyl)thiazol-2-yl)-5-(2,6-diazaspiro[3.3]heptan-2-yl)picolinamide 2,2,2-trifluoroacetic acid salt FC(C(=O)O)(F)F.ClC1=C(C=CC=C1)C=1N=C(SC1)NC(C1=NC=C(C=C1)N1CC2(C1)CNC2)=O